(1R,4s)-4-(8-(2,4-dichloro-6-fluorophenylamino)-2-((1S,2R)-2-hydroxycyclohexylamino)-9H-purin-9-yl)cyclohexanecarboxamide ClC1=C(C(=CC(=C1)Cl)F)NC=1N(C2=NC(=NC=C2N1)N[C@@H]1[C@@H](CCCC1)O)C1CCC(CC1)C(=O)N